N1C=NC2=C1C=CC(=C2)N2C(NCC2C2=C(C(=C(C=C2)C2=CSC(=C2)F)F)F)=O 1-(1H-benzimidazol-5-yl)-5-[2,3-difluoro-4-(5-fluorothiophen-3-yl)phenyl]imidazolidin-2-one